({[(2R,3S,4R,5R)-5-[2-chloro-6-(piperidin-1-yl)-9H-purin-9-yl]-3,4-dihydroxyoxolanyl-2-yl]methoxy}methyl)phosphonic acid ClC1=NC(=C2N=CN(C2=N1)[C@H]1[C@@H]([C@@H](C(O1)=COCP(O)(O)=O)O)O)N1CCCCC1